ClC=1C=NC(=NC1)NC=1C=NN(C1)C1CCN(CC1)C 5-chloro-2-((1-(1-methylpiperidin-4-yl)-1H-pyrazol-4-yl)amino)pyrimidin